C[C@H]1CN(C[C@H](O1)C)CC1=NOC(=N1)C1=C(C(=C(C(=C1)F)F)O)F (2S,6R)-2,6-Dimethyl-4-((5-(2,4,5-trifluoro-3-hydroxyphenyl)-1,2,4-oxadiazol-3-yl)methyl)morpholin